ClC1=CC(=NC=C1C(=O)NOC)Cl 4,6-dichloro-N-Methoxynicotinamide